N-octylnaphtho[2,1-d]thiazol-2-amine C(CCCCCCC)NC=1SC2=C(N1)C=CC1=CC=CC=C12